pyrrolo[2,1-c][1,2,4]triazol N1=NCN2C1=CC=C2